N-ethyl-2-hydroxy-N,N-dimethyl-ethyl-ammonium chloride [Cl-].C(C)[N+](C)(C)CCO